C(\C=C/C(=O)[O-])(=O)[O-].C(CCC)[Sn+2]CCCC dibutyltin mono-maleate